C1(CCCCC1)S(=O)(=O)N1CC(C1)N1N=CC(=C1)C1=C2C(=NC(=C1)NC(=O)C1CC1)NC=C2 N-(4-(1-(1-(cyclohexylsulfonyl)azetidin-3-yl)-1H-pyrazol-4-yl)-1H-pyrrolo[2,3-b]pyridin-6-yl)cyclopropylcarboxamide